8-(3,4-difluoro-2-methylphenyl)-9-(4-((1-(3,3-difluoropropyl)azetidin-3-ylidene)methyl)phenyl)-6,7-dihydro-5H-benzo[7]annulene-3-carboxylic acid FC=1C(=C(C=CC1F)C=1CCCC2=C(C1C1=CC=C(C=C1)C=C1CN(C1)CCC(F)F)C=CC(=C2)C(=O)O)C